C(C)OC1=CC=C(C=C1)C1=NC=CN2C1=NS(CC2)(=O)=O 9-(4-ethoxyphenyl)-3,4-dihydropyrazino[2,1-c][1,2,4]thiadiazine 2,2-dioxide